C(CCC)(=O)OC(=C)C prop-1-en-2-yl butyrate